COC1=C(CNC=2OC=C(N2)C2=CC=C(C=C2)C(F)(F)F)C(=CC=C1)OC N-(2,6-dimethoxybenzyl)-4-(4-(trifluoromethyl)phenyl)oxazol-2-amine